rac-(1S*,2S*)-N-(6-(((6-cyclopropyl-8-(2,4-dioxoimidazolidin-1-yl)imidazo[1,2-a]pyridin-2-yl)methyl)amino)pyrimidin-4-yl)-2-(4-methylpyrimidin-2-yl)cyclopropane-1-carboxamide C1(CC1)C=1C=C(C=2N(C1)C=C(N2)CNC2=CC(=NC=N2)NC(=O)[C@@H]2[C@H](C2)C2=NC=CC(=N2)C)N2C(NC(C2)=O)=O |r|